BrC1=C(C=CC(=C1)C(C)(C)O)S(=O)(=O)N bromo-4-(2-hydroxypropan-2-yl)benzenesulfonamide